(S)-tert-butyl 3-(3-hydroxypropyl)piperidine-1-carboxylate OCCC[C@H]1CN(CCC1)C(=O)OC(C)(C)C